2,6-dimethoxy-5-((E)-2-(trans-4-(trifluoromethyl)cyclohexyl)vinyl)pyridin-3-amine COC1=NC(=C(C=C1N)\C=C\[C@@H]1CC[C@H](CC1)C(F)(F)F)OC